(1S,5R,9R)-10,10-dimethyl-2,6-bis(methylene)-bicyclo[7.2.0]undecan-5-ol CC1([C@@H]2CCC([C@@H](CCC([C@H]2C1)=C)O)=C)C